C1(CC1)CN1C[C@@H](CC1)OC1=C(C(=CC=C1)F)NC(=O)N1CCC(CC1)(C)C1=NOC(=N1)[C@H]1[C@H](C1)F N-(2-(((R)-1-(cyclopropylmethyl)pyrrolidin-3-yl)oxy)-6-fluorophenyl)-4-(5-((1S,2S)-2-fluorocyclopropyl)-1,2,4-oxadiazol-3-yl)-4-methylpiperidine-1-carboxamide